3'-chloro-5-fluoro-2-hydroxy-4'-(3-methyl-2-oxo-2,3-dihydro-1H-imidazol-1-yl)-[1,1'-biphenyl]-3-yl-pyridin-2-yl-pyrrolidine-3-carboxamide ClC=1C=C(C=CC1N1C(N(C=C1)C)=O)C1=C(C(=CC(=C1)F)C1N(CCC1C(=O)N)C1=NC=CC=C1)O